C1(CC1)C1=C(C=C(OC2=CC=C3CCN(CC3=C2)C(C=C)=O)C=C1)F 1-(7-(4-cyclopropyl-3-fluorophenoxy)-3,4-dihydroisoquinolin-2(1H)-yl)prop-2-en-1-one